5,6-dimethoxycarbonylnorbornene COC(=O)C1C2C=CC(C1C(=O)OC)C2